5-thiocarbamoyl-N-[3-(ethylsulfanyl)-2,2-dimethylpropyl]-N,2-dimethyl-6-[4-(trifluoromethyl)phenyl]nicotinamide C(N)(=S)C=1C(=NC(=C(C(=O)N(C)CC(CSCC)(C)C)C1)C)C1=CC=C(C=C1)C(F)(F)F